CC1(C(NCCC1)=O)C=1OC(=NN1)C=1C(=NC=CC1)NC1=CC=C(C=C1)C(F)(F)F 3-methyl-3-(5-(2-((4-(trifluoromethyl)phenyl)amino)pyridin-3-yl)-1,3,4-oxadiazol-2-yl)piperidin-2-one